ClC1=NC=C(C(=N1)NC1COCC1)C(=O)O 2-Chloro-4-((tetrahydrofuran-3-yl)amino)pyrimidine-5-carboxylic acid